ClC1=NC(=CC=C1C(=O)NC1=CC(=CC=C1)SC)C(F)(F)F 2-chloro-N-(3-methylsulfanylphenyl)-6-(trifluoromethyl)pyridine-3-carboxamide